tert-butyl (R)-2-((6-methoxy-1H-indazol-1-yl)methyl)pyrrolidine-1-carboxylate COC1=CC=C2C=NN(C2=C1)C[C@@H]1N(CCC1)C(=O)OC(C)(C)C